ClC=1C=CC(=NC1)NC(C=1NC=C(N1)S(=O)(=O)C)C1=CC(=C(C=C1)F)Cl 5-chloro-N-((3-chloro-4-fluorophenyl)(4-(methylsulfonyl)-1H-imidazol-2-yl)methyl)pyridin-2-amine